5-amino-N3-(5-(2-(4-chlorophenyl)acetamido)-2-fluoropyridin-3-yl)-1-cyclopentyl-1H-pyrazole-3,4-dicarboxamide NC1=C(C(=NN1C1CCCC1)C(=O)NC=1C(=NC=C(C1)NC(CC1=CC=C(C=C1)Cl)=O)F)C(=O)N